4-amino-1-[[4-(aminomethyl) phenyl] methyl]-2-butyl-imidazo[4,5-c]quinoline-7-carboxylate NC1=NC=2C=C(C=CC2C2=C1N=C(N2CC2=CC=C(C=C2)CN)CCCC)C(=O)[O-]